2-FLUOROISOBUTYRIC ACID FC(C(=O)O)(C)C